3-chloro-5-[2-[2-[2-[2-[2-[2-[2-[2-(2,2-dimethoxyethoxy)ethoxy]ethoxy]ethoxy]ethoxy]ethoxy]ethoxy]ethoxy]ethyl]aniline ClC=1C=C(N)C=C(C1)CCOCCOCCOCCOCCOCCOCCOCCOCC(OC)OC